FC(COC1=C(C=C(C(=N1)OC)NS(=O)(=O)C=1C=2CCN(C(C2C=CC1)=O)C(C)C)F)F N-[6-(2,2-difluoroethoxy)-5-fluoro-2-methoxy-3-pyridyl]-2-isopropyl-1-keto-3,4-dihydroisoquinoline-5-sulfonamide